4-imidazoleacetic acid, sodium salt [Na+].N1C=NC(=C1)CC(=O)[O-]